alpha-D-trehalose C([C@@H]1[C@H]([C@@H]([C@H]([C@H](O1)O[C@@H]2[C@@H]([C@H]([C@@H]([C@H](O2)CO)O)O)O)O)O)O)O